(4-(difluoromethoxy)-3-fluorophenyl)methanamine FC(OC1=C(C=C(C=C1)CN)F)F